CN1CCC2(CC1)CNC1=CC=CC=C12 1'-methyl-1,2-dihydrospiro[indole-3,4'-piperidin]